O=C1N(CC2=C(C=CC=C12)SCCOCCN1CCNCC1)C1C(NC(CC1)=O)=O 3-(1-oxo-4-((2-(2-(piperazin-1-yl)ethoxy)ethyl)thio)isoindolin-2-yl)piperidine-2,6-dione